2-(1-Pyrimidin-5-yl-azetidin-3-yl)-1-(3,6,7,8-tetrahydro-1H-2,5-diaza-as-indacen-2-yl)-ethanone N1=CN=CC(=C1)N1CC(C1)CC(=O)N1CC2=C3CCCC3=NC=C2C1